4-methyl-phenyl-1,3,5-triazine CC1=CC=C(C=C1)C1=NC=NC=N1